Vanadium(III) nitride N#[V]